ethyl 2-((2-(3-bromophenyl)-2-oxoethyl) amino)-2-oxoacetate BrC=1C=C(C=CC1)C(CNC(C(=O)OCC)=O)=O